(3-(2-((1-hydroxy-2-methylpropan-2-yl)amino)-5-(trifluoromethyl)pyrimidin-4-yl)-1H-indol-7-yl)dimethylphosphine oxide OCC(C)(C)NC1=NC=C(C(=N1)C1=CNC2=C(C=CC=C12)P(C)(C)=O)C(F)(F)F